1-(tert-butyl)-N-(2-methyl-4-(5-(4-(piperazin-1-yl)phenyl)-1H-pyrazolo[3,4-b]pyridin-3-yl)benzyl)-1H-1,2,3-triazole-4-carboxamide hydrochloride Cl.C(C)(C)(C)N1N=NC(=C1)C(=O)NCC1=C(C=C(C=C1)C1=NNC2=NC=C(C=C21)C2=CC=C(C=C2)N2CCNCC2)C